ClC1=CC(=C(CC=2OC3=C(C2CC)C=CC(=C3)C(=O)NCC3=CC=C(C=C3)S(=O)(=O)CC)C=C1)C(F)(F)F 2-(4-chloro-2-(trifluoromethyl)benzyl)-3-ethyl-N-(4-(ethylsulfonyl)benzyl)benzofuran-6-carboxamide